(5-bromo-2-fluoro-3-nitrophenyl)((2S,6R)-2,6-dimethylmorpholine) BrC=1C=C(C(=C(C1)N1C[C@@H](O[C@@H](C1)C)C)F)[N+](=O)[O-]